BrC1=CC(=CC2=C1N(C(=N2)[C@H](C)O)C(C)C)C(=O)NC2=CC=C(C=C2)OC(F)(F)Cl (S)-7-bromo-N-(4-(chlorodifluoromethoxy)phenyl)-2-(1-hydroxyethyl)-1-isopropyl-1H-benzo[d]imidazole-5-carboxamide